C[C@@H]1CN(CC[C@@H]1NC1=NN2C(C=NC(=C2OC2CC(C2)C)C=2C=NNC2)=N1)S(=O)(=O)C N-((3R,4S)-3-Methyl-1-(methylsulfonyl)piperidin-4-yl)-5-(3-methylcyclobutoxy)-6-(1H-pyrazol-4-yl)-[1,2,4]triazolo[1,5-a]pyrazin-2-amine